CNC=1N=C(C(=NC1C=1C2=C(C=NC1)N(C=N2)C)C(=O)OC)NC2=CC(=NC=C2)C methyl 5-(methylamino)-6-(3-methylimidazo[4,5-c]pyridin-7-yl)-3-[(2-methyl-4-pyridyl)amino]pyrazine-2-carboxylate